tert-butyl N-methyl-N-(2-[[1-(4-nitrophenyl)ethyl]amino]ethyl)carbamate CN(C(OC(C)(C)C)=O)CCNC(C)C1=CC=C(C=C1)[N+](=O)[O-]